4-(methylsulfonyl)morpholine-3-carboxylic acid CS(=O)(=O)N1C(COCC1)C(=O)O